CN1N=C(C=C1)C1=CC(=C(C(=O)N[C@@H]2CN(CC2)C2=CC(=C(C=C2)F)F)C(=C1)F)F 4-(1-methyl-1H-pyrazole-yl)-N-((3S,4R)-(3,4-difluorophenyl)pyrrolidin-3-yl)-2,6-difluorobenzamide